FC(C(=O)O)(F)F.C(C)OC=1C(=CC2=CN(N=C2C1)C)NC(=O)N1CCC=2C1=NC(=CC2N2CCNCC2)C N-(6-ethoxy-2-methyl-2H-indazol-5-yl)-6-methyl-4-(piperazin-1-yl)-2,3-dihydro-1H-pyrrolo[2,3-b]pyridine-1-carboxamide 2,2,2-trifluoroacetate